tert-Butyl-(5S)-2-{[1-(4-methylphenyl)cyclopropyl]methyl}-3-oxo-2,3,5,6,7,8-hexahydro[1,2,4]triazolo[4,3-a]pyridine-5-carboxylate C(C)(C)(C)OC(=O)[C@@H]1CCCC=2N1C(N(N2)CC2(CC2)C2=CC=C(C=C2)C)=O